[Au]Cl.CP(C1=CC=CC=C1)C (dimethylphenylphosphine) gold (I) chloride